[Cu].[Ta].[Ni].[Si](C1=CC=CC=C1)(C1=CC=CC=C1)(C(C)(C)C)OC[C@@H]1CCC2=CCCN12 (3S,7aS)-3-(((tert-butyldiphenylsilyl)oxy)methyl)tetrahydro-1H-pyrrolizin nickel tantalum-copper